CC(=CCC/C(=C/CC/C(=C/CC/C(=C\\CC/C(=C\\CO)/C)/C)/C)/C)C The molecule is a polyprenol in which all linkages of the isoprene units are cis, except for the two furthest from the hydroxy group which are trans.